1,4-dimethylpentene CC=CCC(C)C